3-amino-1-(4-((2-fluoroethyl)(6-(2-hydroxy-4-(1H-pyrazol-4-yl)phenyl)pyridazin-3-yl)amino)-2,2,6,6-tetramethylpiperidin-1-yl)propan-1-one NCCC(=O)N1C(CC(CC1(C)C)N(C=1N=NC(=CC1)C1=C(C=C(C=C1)C=1C=NNC1)O)CCF)(C)C